Benzyl N2-(((9H-fluoren-9-yl)methoxy)carbonyl)-N6-(3-bromo-4-methylbenzoyl)-L-lysinate C1=CC=CC=2C3=CC=CC=C3C(C12)COC(=O)N[C@@H](CCCCNC(C1=CC(=C(C=C1)C)Br)=O)C(=O)OCC1=CC=CC=C1